ClC=1N(C(=C(C(C1C(=O)NC1=CC(=C(C=C1)OC1=CC=NC2=CC(=C(N=C12)OC)OC)F)=O)C1=CC=C(C=C1)F)C)C 2-chloro-N-[4-[(6,7-dimethoxy-1,5-naphthyridin-4-yl)oxy]-3-fluorophenyl]-5-(4-fluorophenyl)-1,6-dimethyl-4-oxopyridine-3-carboxamide